(4-(bromomethyl)phenyl)-2-(3-chlorobenzyl)-5-methyl-oxazole BrCC1=CC=C(C=C1)C=1N=C(OC1C)CC1=CC(=CC=C1)Cl